FC(C)(F)C1=NC(=CC(=N1)NC1=CC(=NC=C1OCCOC)NC(C)=O)C=1C=NN(C1)C(C)C N-(4-((2-(1,1-difluoroethyl)-6-(1-isopropyl-1H-pyrazol-4-yl)pyrimidin-4-yl)amino)-5-(2-methoxyethoxy)pyridin-2-yl)acetamide